ClC1=NC=C(C(=N1)OCC1=CC=C(C=2C=C(OC21)F)Cl)F 2-Chloro-4-((4-chloro-2-fluorobenzofuran-7-yl)methoxy)-5-fluoropyrimidine